5-[1-(2-fluoro-6-methyl-phenyl)-piperidin-4-yl]-2-([1,1,1,2,3,3,3-2H7]Propan-2-yl)-7-(2-trifluoromethyl-benzyl)-2,4,5,7-tetrahydro-pyrazolo[3,4-d]Pyrimidin-6-one FC1=C(C(=CC=C1)C)N1CCC(CC1)N1C(N(C=2C(C1)=CN(N2)C(C([2H])([2H])[2H])(C([2H])([2H])[2H])[2H])CC2=C(C=CC=C2)C(F)(F)F)=O